dipentyl-dimethyl-ammonium phosphate P(=O)([O-])([O-])[O-].C(CCCC)[N+](C)(C)CCCCC.C(CCCC)[N+](CCCCC)(C)C.C(CCCC)[N+](CCCCC)(C)C